3-Bromo-4-methoxybenzo[b]thiophene-5-carbaldehyde BrC=1C2=C(SC1)C=CC(=C2OC)C=O